(S)-5-(tert-Butoxy)-4-(14-(tert-butoxy)-14-oxotetradecanamido)-5-oxopentanoic acid C(C)(C)(C)OC([C@H](CCC(=O)O)NC(CCCCCCCCCCCCC(=O)OC(C)(C)C)=O)=O